C(C)(C)(C)OC(=O)N1CC2(C1)OC[C@H](C2)N2CCC(CC2)C2=C(C=CC(=C2)F)C2CCOCC2 (S)-7-(4-(5-fluoro-2-(tetrahydro-2H-pyran-4-yl)phenyl)piperidin-1-yl)-5-oxa-2-azaspiro[3.4]octane-2-carboxylic acid tert-butyl ester